ClC=1C=C(C=CC1)NC(=O)C1=CC=CC(=N1)C(=O)[O-] 6-((3-chlorophenyl)carbamoyl)picolinate